3-chloro-7-fluoroquinoxaline-2-carboxylic acid ethyl ester C(C)OC(=O)C1=NC2=CC(=CC=C2N=C1Cl)F